NC=1C(=NC=C(C1)F)CN[C@@H]([C@@H](C)CC)C(=O)OC Methyl ((3-amino-5-fluoropyridin-2-yl)methyl)-L-isoleucinate